(3-(3-(phenylmethyloxy)phenyl)cyclopentyl)methanol C1(=CC=CC=C1)COC=1C=C(C=CC1)C1CC(CC1)CO